2-fluoro-N-(methyl(oxo)(4-(5-(trifluoromethyl)-1,2,4-oxadiazol-3-yl)phenyl)-λ6-sulfaneylidene)benzamide FC1=C(C(=O)N=S(C2=CC=C(C=C2)C2=NOC(=N2)C(F)(F)F)(=O)C)C=CC=C1